8-(indolin-4-yl)-8-azabicyclo[3.2.1]octan-3-ol N1CCC2=C(C=CC=C12)N1C2CC(CC1CC2)O